BrC=1C=C2C3=C(N=C(N=C3C1)OC[C@]13CCCN3C[C@@H](C1)F)N1C(CO2)CN(CC1)C(=O)OC(C)(C)C tert-butyl 5-bromo-2-(((2R,7aS)-2-fluorotetrahydro-1H-pyrrolizin-7a(5H)-yl)methoxy)-8a,9,11,12-tetrahydropyrazino[2',1':3,4][1,4]oxazepino[5,6,7-de]quinazoline-10(8H)-carboxylate